C(C)(C)N1OC(C2C1C(CC(C2)(CC=C(C)C)C)C)(C)C 1-isopropyl-3,3,5,7-tetramethyl-5-(3-methylbut-2-en-1-yl)octahydrobenzo[c]isoxazole